COC(=O)C1=CC2=C(N(C(=N2)NC=2SC3=C(N2)C=CC(=C3)OC(F)(F)F)C(C)C)C=C1 1-Isopropyl-2-(6-trifluoromethoxy-benzothiazol-2-ylamino)-1H-benzoimidazole-5-carboxylic acid methyl ester